N-(3-chloro-5-(methylsulfonamido)phenyl)-4-(3-fluoro-5-methoxypyridin-2-yl)-5-methylthiophene-2-carboxamide ClC=1C=C(C=C(C1)NS(=O)(=O)C)NC(=O)C=1SC(=C(C1)C1=NC=C(C=C1F)OC)C